methyl 4-(azetidin-3-yl)-2-chloro-6-methylbenzoate N1CC(C1)C1=CC(=C(C(=O)OC)C(=C1)C)Cl